4-(3-((2R,5R)-1-acetyl-4-((Z)-3-chloroacryloyl)-5-(fluoromethyl)piperazin-2-yl)-5-chlorophenyl)-N-methylpicolinamide C(C)(=O)N1[C@@H](CN([C@H](C1)CF)C(\C=C/Cl)=O)C=1C=C(C=C(C1)Cl)C1=CC(=NC=C1)C(=O)NC